O1COC2=C1C=CC(=C2)NC(=O)NC2=NC(=CC=C2)C2=NN=CN2C(C)C 1-(benzo[d][1,3]dioxol-5-yl)-3-(6-(4-isopropyl-4H-1,2,4-triazol-3-yl)pyridin-2-yl)urea